BrC=1C=CC(=C(C1)N1N=CC(=C1)F)Cl 1-(5-bromo-2-chlorophenyl)-4-fluoro-1H-pyrazole